N1(CCNCC1)[C@H](C)C=1C=CC2=C(N=CS2)C1 (R)-5-(1-(piperazin-1-yl)ethyl)benzo[d]thiazole